N-[3-(3-aminopropylcarbamoylamino)propyl]-4-[[3-(2,3-difluoro-4-methoxy-phenyl)imidazo[1,2-a]pyrazin-8-yl]amino]-2-ethyl-benzamide NCCCNC(=O)NCCCNC(C1=C(C=C(C=C1)NC=1C=2N(C=CN1)C(=CN2)C2=C(C(=C(C=C2)OC)F)F)CC)=O